racemic-cis-ethyl 5-amino-3-(3-((isopropylcarbamoyl)oxy)cyclopentyl)-1H-pyrazole-1-carboxylate NC1=CC(=NN1C(=O)OCC)[C@@H]1C[C@@H](CC1)OC(NC(C)C)=O |r|